N-(1-(4-((3-Methyl-[1,1'-biphenyl]-4-yl)methyl)piperazine-1-carbonyl)-1H-pyrazol-3-yl)acetamide malonate disodium salt monohydrate O.[Na+].[Na+].C(CC(=O)[O-])(=O)[O-].CC=1C=C(C=CC1CN1CCN(CC1)C(=O)N1N=C(C=C1)NC(C)=O)C1=CC=CC=C1